N1(CCCCCC1)CC1=CC=C(C=C1)C#CC=1C=C2C(N(C(=NC2=CC1)C)C1C(NC(CC1)=O)=O)=O 3-(6-((4-(azepan-1-ylmethyl)phenyl)ethynyl)-2-methyl-4-oxoquinazolin-3(4H)-yl)piperidine-2,6-dione